C(CCCC=CCC)[Si](OCC)(OCC)OCC 5-octenyltriethoxysilane